FC1C2C3NNC4CNC(C5C(CCCC5COC5(C6N(CCN(C(CC1)C2)C6)C)CC5)F)CC34 3',19'-difluoro-10'-methyl-13'-oxa-7',10',22',25',26'-pentaazaspiro[cyclopropane-1,12'-hexacyclo[19.5.2.12,6.17,11.015,20.024,27]triacontane]